C(C)(C)(C)C1=NC(=NO1)C(=O)N[C@@H]1C2=C(CN(CC1)CC(F)(F)F)C=C(C=C2)C2=CC(=NC=C2)NC(=O)C2CC2 (S)-5-(tert-butyl)-N-(8-(2-(cyclopropanecarboxamido)pyridin-4-yl)-2-(2,2,2-trifluoroethyl)-2,3,4,5-tetrahydro-1H-benzo[c]azepin-5-yl)-1,2,4-oxadiazole-3-carboxamide